FC1(OC2=C(OC1)C=CC(=C2)C#N)F 3,3-difluoro-2,3-dihydrobenzo[b][1,4]dioxine-6-carbonitrile